FC1(CC=C(CC1)C1=C(C=C2C(=NC(N3C2=C1SC[C@H](C3)C3=CC=NC=C3)=O)OC(=O)N3C(CNCC3C)C)C(F)(F)F)F ((S)-11-(4,4-difluorocyclohex-1-en-1-yl)-6-oxo-3-(pyridin-4-yl)-10-(trifluoromethyl)-3,4-dihydro-2H,6H-[1,4]thiazepino[2,3,4-ij]quinazolin-8-yl)-2,6-dimethylpiperazine-1-carboxylate